diphenylmeth-animine C1(=CC=CC=C1)C(=N)C1=CC=CC=C1